CC1=CC=C(C(=O)CCC(=O)O)C=C1 3-(4-methylbenzoyl)propionic acid